Benzyl ((1r,4r)-4-((2-methoxyethyl)amino)cyclohexyl)carbamate COCCNC1CCC(CC1)NC(OCC1=CC=CC=C1)=O